ClC=1C(=C(CNC(CN[C@@H]2C[C@@H](C2)CO)=O)C=CC1)F N-(3-chloro-2-fluorobenzyl)-2-(((cis)-3-(hydroxymethyl)cyclobutyl)amino)acetamide